tert-butyl ((3S,5R)-1-(2,7-dichloro-8-fluoropyrido[4,3-d]pyrimidin-4-yl)-5-hydroxypiperidin-3-yl)carbamate ClC=1N=C(C2=C(N1)C(=C(N=C2)Cl)F)N2C[C@H](C[C@H](C2)O)NC(OC(C)(C)C)=O